CN(C)\C=C/1\CCC(C1=O)(C(F)(F)F)OCC (Z)-5-((dimethylamino)methylene)-2-ethoxy-2-(trifluoromethyl)cyclopentan-1-one